6-benzyl-5-ethenyl-2-methanesulfonyl-8-methylpyrido[2,3-d]pyrimidin-7-one C(C1=CC=CC=C1)C1=C(C2=C(N=C(N=C2)S(=O)(=O)C)N(C1=O)C)C=C